(1S,2S)-2-(methylamino)cyclohexan-1-ol methyl-4-[(3S,5S)-4-tert-butoxycarbonyl-3,5-dimethyl-piperazin-1-yl]-2-methoxy-pyrazolo[1,5-a]pyridine-7-carboxylate CC=1C(=NN2C1C(=CC=C2C(=O)O[C@@H]2[C@H](CCCC2)NC)N2C[C@@H](N([C@H](C2)C)C(=O)OC(C)(C)C)C)OC